(1S,3S)-3-((6-(5-(((((1-ethylcyclopropyl)methoxy)carbonyl)amino)methyl)-1-methyl-1H-1,2,3-triazol-4-yl)pyridin-3-yl)oxy)cyclohexane-1-carboxylic acid C(C)C1(CC1)COC(=O)NCC1=C(N=NN1C)C1=CC=C(C=N1)O[C@@H]1C[C@H](CCC1)C(=O)O